N-[(2-aminoquinolin-7-yl)methyl]-N-(2-methanesulfonylpyridin-3-yl)-5-methylpyridine-3-carboxamide NC1=NC2=CC(=CC=C2C=C1)CN(C(=O)C=1C=NC=C(C1)C)C=1C(=NC=CC1)S(=O)(=O)C